C(=O)(OC(C)(C)C)C1C(CCC1)(C(=O)O)CN Boc-1-aminomethylcyclopentanecarboxylic acid